BrC=1C(=C(C(=O)OC(C)(C)C)C(=CC1)COCC(C)C)OCOC tert-butyl 3-bromo-6-(isobutoxymethyl)-2-(methoxymethoxy)benzoate